Methyl 5-amino-2-[(4-methoxyphenyl)methyl]pyrazole-3-carboxylate NC=1C=C(N(N1)CC1=CC=C(C=C1)OC)C(=O)OC